FC(C=1C(=C(C=CC1)[C@@H](C)NC(=O)C=1C=C(C=C2C=NNC12)C1CNCC1)F)F N-[(1R)-1-[3-(difluoromethyl)-2-fluorophenyl]ethyl]-5-(pyrrolidin-3-yl)-1H-indazole-7-carboxamide